[Na+].NCCC(=O)[O-] 3-aminopropionic acid sodium salt